oxalic acid monomethylamide CNC(C(=O)O)=O